4-(2-(2-((methylthio)methyl)azetidin-1-yl)-6,7-dihydro-5H-cyclopenta[d]pyrimidin-4-yl)benzamide CSCC1N(CC1)C=1N=C(C2=C(N1)CCC2)C2=CC=C(C(=O)N)C=C2